4-[(oxazolidin-4-yl)amino]Pyridine O1CNC(C1)NC1=CC=NC=C1